((1R,2R)-2-amino-5,5-difluorocyclohexane-1-carbonyl)glycine tert-butyl ester C(C)(C)(C)OC(CNC(=O)[C@H]1[C@@H](CCC(C1)(F)F)N)=O